N-ethyl-5-fluoro-N-isopropyl-2-{7-[(3R)-pyrrolidin-3-yl]imidazo[1,5-a]pyridin-5-yl}benzamide C(C)N(C(C1=C(C=CC(=C1)F)C1=CC(=CC=2N1C=NC2)[C@@H]2CNCC2)=O)C(C)C